(1R,4R)-4',5'-dichloro-4-(3-chloroanilino)-2'-{(2R)-3-[(4-methoxyphenyl)methoxy]-2-methylpropyl}spiro[cyclohexane-1,1'-indene]-4-carboxylic acid methyl ester COC(=O)C1(CCC2(C(=CC3=C(C(=CC=C23)Cl)Cl)C[C@H](COCC2=CC=C(C=C2)OC)C)CC1)NC1=CC(=CC=C1)Cl